C1(CC1)NC(=O)C=1C=C(C(=C(C1)C1=NC=C(C(=O)NCC(C)(C)C)C=C1)C)F 6-(5-(cyclopropylcarbamoyl)-3-fluoro-2-methylphenyl)-N-neopentyl-nicotinamide